CC(C[Mg]Br)(CC=C)C (2,2-dimethylpent-4-en-1-yl)magnesium bromide